N,N-bis-(trimethylsilyl)-aminopropyl-methyl-diethoxysilane C[Si](N([Si](C)(C)C)CCC[Si](OCC)(OCC)C)(C)C